(5-(1-(1-Methylazetidin-3-yl)-4-(pyrrolidin-1-ylmethyl)-1H-pyrrolo[2,3-B]pyridin-6-yl)-1-oxoisoindolin-2-yl)piperidine-2,6-dione CN1CC(C1)N1C=CC=2C1=NC(=CC2CN2CCCC2)C=2C=C1CN(C(C1=CC2)=O)N2C(CCCC2=O)=O